2-[2-Chloro-4-(trifluoromethyl)phenyl]-N-{3-sulfamoyl-4-[4-(trifluoromethyl)-2H-1,2,3-triazol-2-yl]phenyl}acetamide ClC1=C(C=CC(=C1)C(F)(F)F)CC(=O)NC1=CC(=C(C=C1)N1N=CC(=N1)C(F)(F)F)S(N)(=O)=O